NC1=CC2=CN(N=C2C=C1C(C)(OCC(=O)OCC)C)C1CCC(CC1)CO Ethyl 2-[1-[5-amino-2-[4-(hydroxymethyl)cyclohexyl]indazol-6-yl]-1-methyl-ethoxy]acetate